ClC=1C=C(C=C(C1)Cl)N(C(=O)N([C@@H]1CN(C[C@H]1C1=CC=C(C=C1)F)C(=O)OC(C)(C)C)C)C tert-butyl (3S,4R)-3-{[(3,5-dichlorophenyl)(methyl)carbamoyl](methyl)amino}-4-(4-fluorophenyl)pyrrolidine-1-carboxylate